C(C)(C)(C)N1CCN(CC1)CCOC=1C=NC(=CC1)NC(=O)C1CCN(CC1)C1=CC(=C(C=C1)C#N)C(F)(F)F tert-butyl-4-(2-((6-(1-(4-cyano-3-(trifluoromethyl)phenyl)piperidine-4-carboxamido)pyridin-3-yl)oxy)ethyl)piperazine